OC1=C(C=O)C=C(C=C1C1CCNCC1)C 2-HYDROXY-5-METHYL-3-(PIPERIDIN-4-YL)BENZALDEHYDE